(4R,4''R,5''R)-1'-chloro-4'',5''-dimethyl-6',7'-dihydrodispiro[oxazolidine-4,5'-isoquinoline-8',2''-[1,3]dioxolan]-2-one ClC1=NC=CC=2[C@@]3(CCC4(O[C@@H]([C@H](O4)C)C)C12)NC(OC3)=O